COC=1SC(=CN1)/C=C/C(=O)C1=C(C2=C(NC1=O)SC=C2)C (E)-5-(3-(2-methoxythiazol-5-yl)acryloyl)-4-methylthieno[2,3-b]pyridin-6(7H)-one